FC1(CC(CN(C1)CC1=CC=C(C=C1)C=1C=C2C(=NC1)N(C=C2C=2C=NC(=CC2)OC)S(=O)(=O)C2=CC=C(C)C=C2)O)F 5,5-difluoro-1-(4-(3-(6-methoxypyridin-3-yl)-1-tosyl-1H-pyrrolo[2,3-b]pyridin-5-yl)benzyl)piperidin-3-ol